4-(tert-butylamino)-2-(4-hydroxycycloheptylamino)pyrimidine-5-carboxamide C(C)(C)(C)NC1=NC(=NC=C1C(=O)N)NC1CCC(CCC1)O